C(CCCCCCC)OCC1(COC=2C(OC1)=CSC2C2=CC=C(C=C2)N)COCCCCCCCC (4-(3,3-bis((octyloxy)methyl)-3,4-dihydro-2H-thieno[3,4-b][1,4]dioxepin-6-yl)phenyl)amine